C(C1=CC=CC=C1)(=O)OC1=NC2=CC=CC=C2C=C1 quinolinol benzoate